N-(4-butoxybenzyl)-N-ethyl-ethylamine C(CCC)OC1=CC=C(CN(CC)CC)C=C1